methyl 2-(1-methyl-2-oxabicyclo[2.1.1]hexan-4-yl)-7-(3-methylcyclobutoxy)imidazo[1,2-a]pyridine-6-carboxylate CC12OCC(C1)(C2)C=2N=C1N(C=C(C(=C1)OC1CC(C1)C)C(=O)OC)C2